C(C)(=O)OCN1[C@@H]([C@@H]([C@@H](C1=O)F)CC)COC1=NC=CC=2C=C(C=3N(C12)C=CN3)C(N)=O ((2S,3S,4S)-2-(((6-carbamoylimidazo[1,2-a][1,7]naphthyridin-1-yl)oxy)methyl)-3-ethyl-4-fluoro-5-oxopyrrolidin-1-yl)methyl acetate